FC1=CC=C(C=C1)C1=CC=2C(=NC=C(C2)C=2N=C(SC2)C(=O)O)N1 4-(2-(4-Fluorophenyl)-1H-pyrrolo[2,3-b]pyridin-5-yl)thiazole-2-carboxylic Acid